(S)-(1-(2-(methylamino)propyl)-1H-pyrrol-3-yl)(4-(5-(trifluoromethyl)pyridin-2-yl)piperazin-1-yl)methanone CN[C@H](CN1C=C(C=C1)C(=O)N1CCN(CC1)C1=NC=C(C=C1)C(F)(F)F)C